C(C)OC(C1=C(C=C(C=C1)Br)F)=O 4-bromo-2-fluorobenzoic acid ethyl ester